FC(C(C(F)(F)F)(F)F)(F)N(C(C(C(C(=O)F)(F)F)(F)F)(F)F)C(C(C(F)(F)F)(F)F)(F)F 4-(bis(perfluoropropyl)amino)-2,2,3,3,4,4-hexafluorobutyryl fluoride